4-(2-(3,4-Dimethoxyphenyl)-3-isopropyl-1H-indol-5-yl)piperidin-3-ol 2,2,2-trifluoroacetate FC(C(=O)O)(F)F.COC=1C=C(C=CC1OC)C=1NC2=CC=C(C=C2C1C(C)C)C1C(CNCC1)O